C(C1=CC=CC=C1)S(=O)(=O)/C=C/C#N (E)-3-toluenesulfonylacrylonitrile